NC(C(=O)O)CSCC 2-AMINO-3-(ETHYLSULFANYL)PROPANOIC ACID